NC1=NC(=NC(=C1)Cl)Cl 4-amino-2,6-dichloropyrimidine